6-(6-((E)-2-(5-cyclopropyl-3-(3,5-dichloropyridin-4-yl)isoxazol-4-yl)vinyl)-3-azabicyclo[3.1.0]hex-3-yl)-4-(((R)-tetrahydrofuran-3-yl)oxy)quinoline-2-carboxylic acid C1(CC1)C1=C(C(=NO1)C1=C(C=NC=C1Cl)Cl)/C=C/C1C2CN(CC12)C=1C=C2C(=CC(=NC2=CC1)C(=O)O)O[C@H]1COCC1